N-(4'-amino-[1,1'-biphenyl]-4-yl)-4-(2-methyl-6,7-dihydropyrazolo[1,5-a]pyrimidin-4(5H)-yl)-4-oxobutanamide NC1=CC=C(C=C1)C1=CC=C(C=C1)NC(CCC(=O)N1C=2N(CCC1)N=C(C2)C)=O